3,7-dimethyl-2,6-octadienylacetate CC(=CCCC(=O)[O-])CCC=C(C)C